[Si](C)(C)(C(C)(C)C)OCC=1C=C(C=NC1C)N 5-(((tert-butyldimethylsilyl)oxy)methyl)-6-methylpyridin-3-amine